Cl.O(C1=CC=CC=C1)C=1C=C2C(=CNC2=CC1)N 5-phenoxy-1H-indol-3-amine hydrochloride